1-(1-(5-((5-Chloro-2,3-dihydro-1H-inden-2-yl)amino)pyridin-2-yl)-2,2,2-trifluoroethyl)-3-(tetrahydro-2H-pyran-4-yl)imidazolidin-2-one ClC=1C=C2CC(CC2=CC1)NC=1C=CC(=NC1)C(C(F)(F)F)N1C(N(CC1)C1CCOCC1)=O